N1C=CC2=CC(=CC=C12)O 1H-indol-5-ol